CN(C)CC1CCC2(CC1)OC1=C(O2)C(=CC(=C1C)C(=O)O)C(C)C 4'-((dimethylamino)methyl)-7-isopropyl-4-methylspiro[benzo[d][1,3]dioxole-2,1'-cyclohexane]-5-carboxylic acid